C(=O)(OC(C)(C)C)N monoBocamine